N-(3-fluorophenyl)-N-(4-nitropyridin-2-yl)acetamide FC=1C=C(C=CC1)N(C(C)=O)C1=NC=CC(=C1)[N+](=O)[O-]